[O-]S(=O)(=O)C(F)(F)F.[Mg+2].[O-]S(=O)(=O)C(F)(F)F Magnesium triflate